4-((4-(isoindolin-2-ylmethyl)-2-(pyrrolidin-1-ylsulfonyl)phenoxy)methyl)-N-methylcyclohexane-1-carboxamide C1N(CC2=CC=CC=C12)CC1=CC(=C(OCC2CCC(CC2)C(=O)NC)C=C1)S(=O)(=O)N1CCCC1